C(#N)C(C(=S)NC1=CC(=C(C=C1)[N+](=O)[O-])C)=C(O)C1CC1 2-Cyano-3-cyclopropyl-3-hydroxy-N-(3-methyl-4-nitro-phenyl)-thioacrylamide